4-(1H-benzimidazol-1-yl)aniline N1(C=NC2=C1C=CC=C2)C2=CC=C(N)C=C2